dimethyl (2S,4S)-2-(tert-butoxycarbonylamino)-4-(2-fluoro-6-nitro-phenoxy)pentanedioate C(C)(C)(C)OC(=O)N[C@H](C(=O)OC)C[C@@H](C(=O)OC)OC1=C(C=CC=C1[N+](=O)[O-])F